(R)-6-(6-(1-(2,2-difluoro-1-(4-fluorophenyl)propyl)-3-methyl-1H-pyrazol-4-yl)pyrazin-2-yl)-[1,2,4]triazolo[1,5-a]pyridin-2-amine FC([C@@H](C1=CC=C(C=C1)F)N1N=C(C(=C1)C1=CN=CC(=N1)C=1C=CC=2N(C1)N=C(N2)N)C)(C)F